(S)-4-(4,4-difluoro-2-methylpyrrolidine-1-carbonyl)-N-(1,1-dioxothien-3-yl)thiazole-2-carboxamide FC1(C[C@@H](N(C1)C(=O)C=1N=C(SC1)C(=O)NC1=CS(C=C1)(=O)=O)C)F